BrC=1SC(=CN1)C(=O)N1CCN(CC1)C(=O)O.C(\C=C\C)N1C(C2=C(C(=C1)C=1C=C(C(=O)NCC=3C=NC=NC3)C=CC1OC)C=C(N2)C)=O 3-[6-[(E)-but-2-enyl]-2-methyl-7-oxo-1H-pyrrolo[2,3-c]pyridin-4-yl]-4-methoxy-N-(pyrimidin-5-ylmethyl)benzamide 4-(2-Bromothiazole-5-carbonyl)piperazine-1-carboxylate